5-(3-ethoxypyridazin-4-yl)-1-isopropyl-3-methyl-N-(pyrimidin-2-ylmethyl)pyrazolo[4,3-b]pyridin-7-amine C(C)OC=1N=NC=CC1C1=CC(=C2C(=N1)C(=NN2C(C)C)C)NCC2=NC=CC=N2